1,3-dimethyl-imidazole nitrate [N+](=O)(O)[O-].CN1CN(C=C1)C